3-tert-Butoxy-azetidine-1-carboxylic acid (6-{2-[5-methyl-1-(tetrahydro-pyran-4-yl)-1H-pyrazol-4-yl]-3H-imidazo[4,5-b]pyridin-7-yl}-1,2,3,4-tetrahydro-naphthalen-1-yl)-amide CC1=C(C=NN1C1CCOCC1)C1=NC=2C(=NC=CC2C=2C=C3CCCC(C3=CC2)NC(=O)N2CC(C2)OC(C)(C)C)N1